FC=1C(N(C=C(C1)CC=O)C(C(=O)OCC)C(C)C)=O Ethyl 2-(3-fluoro-2-oxo-5-(2-oxoethyl) pyridin-1(2H)-yl)-3-methylbutanoate